5-{(3S)-5-fluoro-7-hydroxy-3-[(propan-2-yl)amino]-3,4-dihydro-2H-1-benzothiopyran-6-yl}-1λ6,2,5-thiadiazolidine-1,1,3-trione FC1=C(C(=CC2=C1C[C@@H](CS2)NC(C)C)O)N2CC(NS2(=O)=O)=O